ClC1=NC(=CC(=C1)[C@@H](C)OC)S(=O)(=O)C |r| Racemic-2-chloro-4-(1-methoxyethyl)-6-(methylsulfonyl)pyridine